N-[(1S)-1-(benzyloxycarbonylcarbamoyl)-3-methyl-butyl]carbamic acid tert-butyl ester C(C)(C)(C)OC(N[C@@H](CC(C)C)C(NC(=O)OCC1=CC=CC=C1)=O)=O